tert-butyl (1S,3aR,6aS)-1-{[(2S)-4-(benzyloxy)-3-oxo-1-[(3S)-2-oxopyrrolidin-3-yl]butan-2-yl]carbamoyl}-hexahydro-1H-cyclopenta[c]pyrrole-2-carboxylate C(C1=CC=CC=C1)OCC([C@H](C[C@H]1C(NCC1)=O)NC(=O)[C@H]1N(C[C@H]2[C@@H]1CCC2)C(=O)OC(C)(C)C)=O